BrCC1=C(C=CC=C1)B(O)O (2-(bromomethyl)phenyl)boronic acid